1,1'-(azobis-carbonyl)dipiperidine N(=NC(=O)N1CCCCC1)C(=O)N1CCCCC1